CC1=CC=C(CN2C=C3C(C=4C=CC=NC24)=CCN(C3)CC3=CC(=CC=C3)C#N)C=C1 6-(4-methylbenzyl)-3-(3-cyanobenzyl)-2,3,4,6-tetrahydropyrido[3,4-c][1,8]naphthyridine